COC=1C(=CC2=C(C1)OCC1=C2N(N=C1)C1=CSC=C1)C1=CN(C=C1)C 7-Methoxy-8-(1-methyl-1H-pyrrol-3-yl)-1-thiophen-3-yl-1,4-dihydro-chromeno[4,3-c]pyrazole